(S)-21,40-di-tert-butyl 1-methyl 9,18,23-trioxo-2,5,11,14,32-pentaoxa-8,17,22-triazatetracontane-1,21,40-tricarboxylate O=C(NCCOCCOCC(=O)OC)COCCOCCNC(CC[C@H](NC(CCCCCCCCOCCCCCCCCC(=O)OC(C)(C)C)=O)C(=O)OC(C)(C)C)=O